1-hydroxyethylsulfate OC(C)OS(=O)(=O)[O-]